L-β-homolysine N[C@@H](CCCCN)CC(=O)O